(2-fluoro-4-methoxypyridin-3-yl)boric acid FC1=NC=CC(=C1OB(O)O)OC